C1(CC1)CNC1=NC(=NC(=N1)NC1=CC(=CC(=C1)F)F)C1=NC(=CC=C1)C(C)(F)F N2-(cyclopropylmethyl)-6-(6-(1,1-difluoroethyl)pyridin-2-yl)-N4-(3,5-difluorophenyl)-1,3,5-triazine-2,4-diamine